O=C1NC(CCC1N1C(C2=CC=C(C=C2C1=O)N1CCC2(CCN(CC2)CC2CCN(CC2)C2=NC=C(C=N2)N2C=NC3=CC=CC=C3C2=O)CC1)=O)=O 3-{2-[4-({9-[2-(2,6-dioxopiperidin-3-yl)-1,3-dioxo-2,3-dihydro-1H-isoindol-5-yl]-3,9-diazaspiro[5.5]undecan-3-yl}methyl)piperidin-1-yl]pyrimidin-5-yl}-4-oxo-3,4-dihydroquinazolin